N-[3-(dihydroxyboranyl)phenyl]prop-2-enamide OB(C=1C=C(C=CC1)NC(C=C)=O)O